CN1C(=NC=C1)CC1CCNCC1 1-methyl-2-[(4-piperidyl)methyl]-1H-imidazole